2-amino-N-[[6-(1-hydroxy-1-methyl-ethyl)-2-pyridyl]methyl]-8-methoxy-quinazoline-4-carboxamide NC1=NC2=C(C=CC=C2C(=N1)C(=O)NCC1=NC(=CC=C1)C(C)(C)O)OC